methyl 2-fluoro-6-[(4-methoxyphenyl)methylthio]benzoate FC1=C(C(=O)OC)C(=CC=C1)SCC1=CC=C(C=C1)OC